(S)-2-((4-(3-(4-chloro-2-fluorophenyl)-2,3-dihydrobenzo[b][1,4]dioxin-5-yl)piperidin-1-yl)methyl)-3-((1-(fluoromethyl)cyclopropyl)methyl)-3H-imidazo[4,5-b]pyridine-5-carboxylate ClC1=CC(=C(C=C1)[C@@H]1OC2=C(OC1)C=CC=C2C2CCN(CC2)CC2=NC=1C(=NC(=CC1)C(=O)[O-])N2CC2(CC2)CF)F